1-(4-(piperazin-1-yl)-3-(trifluoromethyl)phenyl)dihydropyrimidine-2,4(1H,3H)-dione N1(CCNCC1)C1=C(C=C(C=C1)N1C(NC(CC1)=O)=O)C(F)(F)F